1-(2-(4-(2,4-difluorophenoxy)piperidin-1-yl)-3-(4-hydroxycyclohexyl)-7,8-dihydropyrido[3,4-b]pyrazin-6(5H)-yl)ethan-1-one FC1=C(OC2CCN(CC2)C=2N=C3C(=NC2C2CCC(CC2)O)CN(CC3)C(C)=O)C=CC(=C1)F